3-(4-(5-(difluoromethyl)-1,3,4-oxadiazole-2-yl)-2-fluorobenzyl)-1-(1-methylpiperidine-4-yl)-5-(pyridine-3-yl)-1,3-dihydro-2H-benzo[d]imidazole-2-one FC(C1=NN=C(O1)C1=CC(=C(CN2C(N(C3=C2C=C(C=C3)C=3C=NC=CC3)C3CCN(CC3)C)=O)C=C1)F)F